FC=1C(=NC=C(C1)Cl)OC[C@@H](C)NC1=NC=NC2=CC(=C(C=C12)OC)OC |r| (RS)-N-(1-((3-fluoro-5-chloropyridin-2-yl)oxy)prop-2-yl)-6,7-dimethoxyquinazolin-4-amine